C1N(CC12COCC2)C2=C1C=CN(C(C1=CN=C2)=O)CC=2N=C1N(C=C(C=C1)C=O)C2 2-[(5-{6-oxa-2-azaspiro[3.4]octan-2-yl}-1-oxo-1,2-dihydro-2,7-naphthyridin-2-yl)methyl]imidazo[1,2-a]pyridine-6-carbaldehyde